COC=1C=C(CN(C2=CC=C(COCCOC=3C=C(N(C)C)C=CC3)C=C2)CC2=CC(=CC=C2)OC)C=CC1 3-(2-(4-(bis(3-methoxybenzyl)amino)benzyloxy)ethoxy)-N,N-dimethylaniline